2-(3-fluorophenyl)-N-(3-methyl-4-(2-methylpyridin-4-yl)benzyl)pyrido[4,3-b]pyrazin-5-amine FC=1C=C(C=CC1)C1=CN=C2C(=N1)C=CN=C2NCC2=CC(=C(C=C2)C2=CC(=NC=C2)C)C